N-(but-3-yn-1-yl)-2,6-diacetylethynyl-isonicotinamide C(CC#C)NC(C1=C(C=NC(=C1)C(C)=O)C#CC(C)=O)=O